C(N)(=S)[C@]1(N(CCC1)C(=O)OC(C)(C)C)C Tert-butyl (S)-2-carbamothioyl-2-methylpyrrolidine-1-carboxylate